3,3-dichlorobutanol ClC(CCO)(C)Cl